C(N)(=O)C=1C=C(C(=C(OCC#CC2CCN(CC2)C(=O)OC(C)(C)C)C1)NC\C=C\CNC1=C(C=C(C=C1[N+](=O)[O-])C(=O)OC)OC)[N+](=O)[O-] tert-butyl (E)-4-(3-(5-carbamoyl-2-((4-((2-methoxy-4-(methoxycarbonyl)-6-nitrophenyl)amino)but-2-en-1-yl)amino)-3-nitrophenoxy)prop-1-yn-1-yl)piperidine-1-carboxylate